6-(4-methoxyphenyl)-1-(3-(pyrrolidin-1-yl)propyl)-1H-indazol-4-amine COC1=CC=C(C=C1)C=1C=C(C=2C=NN(C2C1)CCCN1CCCC1)N